FC1=C(CN2C(=NC=3C2=NC(=CN3)C=3C2=C(C(N(C3)C)=O)NC=C2)C)C=CC(=C1)F 4-(1-(2,4-difluorobenzyl)-2-methyl-1H-imidazo[4,5-b]pyrazin-6-yl)-6-methyl-1H-pyrrolo[2,3-c]pyridin-7(6H)-one